N1-((S)-4-methyl-1-oxo-1-(((S)-3-oxo-1-((S)-2-oxopyrrolidin-3-yl)-4-(trifluoromethoxy)butan-2-yl)amino)pentan-2-yl)-N2-(1-methylcyclopropyl)oxalamide CC(C[C@@H](C(N[C@@H](C[C@H]1C(NCC1)=O)C(COC(F)(F)F)=O)=O)NC(C(=O)NC1(CC1)C)=O)C